4-(methylsulfanyl)benzamide CSC1=CC=C(C(=O)N)C=C1